C(C)(C)(C)[C@]1(NC(NC1=O)=O)CC=1N=C(OC1C(=O)N)C1=CC=CC=C1 |r| rac-{[4-tert-butyl-2,5-dioxoimidazolidin-4-yl]methyl}-2-phenyl-1,3-oxazole-5-carboxamide